C(C)OCCNCC(C(C)C)(C)C(C)C N-(2-ethoxyethyl)-2-isopropyl-2,3-dimethylbutylamine